COC(=O)C1=C(N(C(C=C1\C=C/OCC)=O)C)NC1=C(C=C(C=C1)SC)F (Z)-4-(2-ethoxyvinyl)-2-((2-fluoro-4-(methylthio)phenyl)amino)-1-methyl-6-oxo-1,6-dihydropyridine-3-carboxylic acid methyl ester